2-[[4-(1H-1,2,3-triazol-1-yl)phenyl]formamido]propanoic acid N1(N=NC=C1)C1=CC=C(C=C1)C(=O)NC(C(=O)O)C